(2R,4S)-N-[1-(1-tert-butyl-3-methyl-pyrazol-4-yl)ethyl]-1-[(2R)-2-(4-cyclopropyltriazol-1-yl)-3,3-dimethyl-butyryl]-4-hydroxy-pyrrolidine-2-carboxamide C(C)(C)(C)N1N=C(C(=C1)C(C)NC(=O)[C@@H]1N(C[C@H](C1)O)C([C@@H](C(C)(C)C)N1N=NC(=C1)C1CC1)=O)C